((3R,4R)-4-(3,4-dihydroisoquinolin-2(1H)-yl)-3-hydroxypiperidin-1-yl)(2-methoxy-6-((1-(1-Methyl-1H-pyrazole-4-carbonyl)piperidin-4-yl)amino)pyrimidin-4-yl)methanone C1N(CCC2=CC=CC=C12)[C@H]1[C@@H](CN(CC1)C(=O)C1=NC(=NC(=C1)NC1CCN(CC1)C(=O)C=1C=NN(C1)C)OC)O